CN([C@@H](CC(C)C)C(=O)N1C[C@]2(C[C@H]1C(=O)N)C(NC=1N2N=C2C=CC=CC12)=O)C([C@@H](NC(C(F)(F)F)=O)C)=O (3R,5'S)-1'-(N-methyl-N-((2,2,2-trifluoroacetyl)-L-alanyl)leucyl)-2-oxo-1,2-dihydrospiro[imidazo[1,2-b]indazole-3,3'-pyrrolidine]-5'-carboxamide